3-bromo-N-[1-[5-bromo-2-[5-(2,2-difluoroethoxy)pyrimidin-2-yl]-1,2,4-triazol-3-yl]ethyl]-5-(trifluoromethyl)benzamide BrC=1C=C(C(=O)NC(C)C=2N(N=C(N2)Br)C2=NC=C(C=N2)OCC(F)F)C=C(C1)C(F)(F)F